3-((5-cyclopropyl-1H-pyrazol-3-yl)amino)-1,1,1-trifluoro-3-oxopropan C1(CC1)C1=CC(=NN1)NC(CC(F)(F)F)=O